CC=1CC2=CC=CC(=C2C1)C1=CC(=CC(=C1)C(C)(C)C)C(C)(C)C 2-methyl-4-(3,5-di-t-butylphenyl)indene